(±)-trans-4-phenyl-N-{3-[(6-methylpyridin-3-yl)oxy]phenyl}pyrrolidine-3-carboxamide dihydrochloride Cl.Cl.C1(=CC=CC=C1)[C@H]1[C@@H](CNC1)C(=O)NC1=CC(=CC=C1)OC=1C=NC(=CC1)C |r|